2-(3-fluoro-5-isopropyl-2-(trifluoromethoxy)phenyl)-2-((R)-3-(methyl(5-(5,6,7,8-tetrahydro-1,8-naphthyridin-2-yl)pentyl)amino)pyrrolidin-1-yl)acetic acid FC=1C(=C(C=C(C1)C(C)C)C(C(=O)O)N1C[C@@H](CC1)N(CCCCCC1=NC=2NCCCC2C=C1)C)OC(F)(F)F